6-{[10-Chloro-2-(4-fluorophenyl)[1,2,4]triazolo[1,5-c]quinazolin-5-yl]amino}-1,4-diazepin-5-one ClC=1C=2C=3N(C(=NC2C=CC1)NC=1C(N=CC=NC1)=O)N=C(N3)C3=CC=C(C=C3)F